ClC=1C=C(C=C(C1)Cl)C1(CC(=NO1)C1=CC(=C(C(=O)O)C=C1)C)C(F)(F)F 4-[5-(3,5-dichlorophenyl)-5-trifluoromethyl-4,5-dihydro-isoxazole-3-yl]-2-methyl-benzoic acid